C(CCCCCCC\C=C/CCCCCCCC)C(C(=O)O)CCCCCCCCCC\C=C/CCCCCCCC.C(CCCCCCCCCCC\C=C/CCCCCCCC)(=O)OCCCCCCCC\C=C/CCCCCCCC oleyl erucate (oleylerucate)